4-(5-amino-3-methyl-6-phenylpyridin-2-yl)-1H-pyrazole-1-carboxylic acid tert-butyl ester C(C)(C)(C)OC(=O)N1N=CC(=C1)C1=NC(=C(C=C1C)N)C1=CC=CC=C1